P(=O)(O)([O-])O.[NH4+] monoammonium monohydrogen phosphate